(4aS,8aR)-2,2,4,4,7-pentamethyl-4a,5,6,8a-tetrahydro-4H-benzo[d][1,3]dioxine CC1(OC([C@@H]2[C@H](O1)C=C(CC2)C)(C)C)C